N=1NC=C2C=CC(=CC12)C#N 2H-indazole-6-carbonitrile